COC1=CC=C2[C@H](CCOC2=C1)NC(=O)C1=CC2=C(N=C(S2)N2CCNCC2)C=C1 (S)-N-(7-methoxy-chroman-4-yl)-2-(piperazin-1-yl)-benzo[d]thiazole-6-carboxamide